3'-(14H-benzo[4,5]thieno[2,3-a]benzo[4,5]Thieno[3,2-i]carbazol-14-yl)-5'-(2-phenyl-9H-carbazol-9-yl)-[1,1':4',1''-terphenyl] C1=CC=CC2=C1SC=1C2=CC=C2C3=CC=C4C(=C3N(C12)C=1C=C(C=C(C1C1=CC=CC=C1)N1C2=CC=CC=C2C=2C=CC(=CC12)C1=CC=CC=C1)C1=CC=CC=C1)SC1=C4C=CC=C1